NC1=C(C(=NN1C1C(COCC1)C)C1=CC=C(C=C1)CNC(C1=C(C=CC=C1)OC)=O)C(=O)N 5-amino-3-[4-[[(2-methoxybenzoyl)amino]methyl]phenyl]-1-(3-methyltetrahydropyran-4-yl)pyrazole-4-carboxamide